CNC(=O)C1NCCC1 N-methylpyrrolidine-2-carboxamide